BrC1=CC(=C(C(=O)CN2CCCC2)C=C1)Cl (4-bromo-2-chlorobenzoylmethyl)pyrrolidine